trimethyl-2-(acryloyl)ethyl-ammonium chloride [Cl-].C[N+](CCC(C=C)=O)(C)C